FC(C1=C(CN(C([O-])=O)C=2N=CC3=CC(=C(C=C3C2)C2=C(C3=C(OCCN3)N=C2)C)F)C=CC=C1)(F)F 2-(Trifluoromethyl)benzyl-(7-fluoro-6-(8-methyl-2,3-dihydro-1H-pyrido[2,3-b][1,4]oxazin-7-yl)isochinolin-3-yl)carbamat